cobalt iron zinc calcium silicon [Si].[Ca].[Zn].[Fe].[Co]